C(C)(C)(C)OC(=O)N1CCN(CC1)C(=O)N1CCC(CC1)CCC(=O)O 3-(1-(4-(tert-Butoxycarbonyl)piperazine-1-carbonyl)piperidin-4-yl)propionic acid